ClC1=CC=C(C=C1)N1N=C(C=2C1=NC(=NC2)C(=O)NC)C2=NC(=NC=C2)C(C)(F)F 1-(4-chlorophenyl)-3-(2-(1,1-difluoroethyl)pyrimidin-4-yl)-N-methyl-1H-pyrazolo[3,4-d]pyrimidine-6-carboxamide